2-(cyclopropylamino)-8-(4-(difluoromethoxy)phenyl)-6-(2-Methyl-6,7-dihydro-2H-pyrazolo[4,3-c]pyridin-5(4H)-yl)pteridine-7(8H)-one C1(CC1)NC1=NC=2N(C(C(=NC2C=N1)N1CC=2C(CC1)=NN(C2)C)=O)C2=CC=C(C=C2)OC(F)F